2-((3-(2-(7,8-dimethyl-[1,2,4]triazolo[1,5-a]pyridin-6-yl)-3-isopropyl-1H-indol-5-yl)cyclobutyl)amino)-N,N-dimethylacetamide CC1=C(C=2N(C=C1C=1NC3=CC=C(C=C3C1C(C)C)C1CC(C1)NCC(=O)N(C)C)N=CN2)C